ClC=1C(=C(CCN2[C@@H]([C@H]([C@@H]([C@H](C2)O)O)O)C)C=CC1)F (2R,3R,4R,5S)-1-(3-chloro-2-fluorophenethyl)-2-methylpiperidine-3,4,5-triol